(R)-2-(thiophen-2-yl)butan-2-ol S1C(=CC=C1)[C@@](C)(CC)O